NC1=NN2C(C=C(C=C2)C=2C(=C(C(=O)NCC(C(O)C3=CC=C(C=C3)F)F)C(=CC2)Cl)F)=N1 3-(2-amino-[1,2,4]triazolo[1,5-a]pyridin-7-yl)-6-chloro-N-(3-(4-fluorophenyl)-2-fluoro-3-hydroxypropyl)-2-fluorobenzamide